C(#N)C1=CN=C2N1C(=CC(=C2)C=2N=NN(C2C)C2CCN(CC2)C(=O)OC(C)(C)C)O[C@H](C)C2=C(C=CC=C2)F tert-Butyl 4-[4-[3-cyano-5-[(1R)-1-(2-fluorophenyl)ethoxy] imidazo[1,2-a]pyridin-7-yl]-5-methyl-triazol-1-yl]piperidine-1-carboxylate